CN(C(CNC(=O)N1CCCC2=CC=C(C=C12)O)C1=CSC=C1)C 7-hydroxy-3,4-dihydro-2H-quinoline-1-carboxylic acid (2-dimethylamino-2-thiophen-3-yl-ethyl)-amide